Trimethylolpropane tricarbamate C(N)(O)=O.C(N)(O)=O.C(N)(O)=O.C(O)C(CC)(CO)CO